5-{6-[2-(7-Fluoro-4-methoxy-2-methyl-indol-1-yl)-ethylamino]-pyrimidin-4-yl}-3-(2,2,2-trifluoro-ethoxy)-thiophen FC=1C=CC(=C2C=C(N(C12)CCNC1=CC(=NC=N1)C1=CC(=CS1)OCC(F)(F)F)C)OC